6-{4-[4-(2H-1,3-Benzodioxol-5-yloxy)benzoyl]piperazin-1-yl}pyridazin-3-amine O1COC2=C1C=CC(=C2)OC2=CC=C(C(=O)N1CCN(CC1)C1=CC=C(N=N1)N)C=C2